rac-(R)-3-(trifluoromethyl)morpholine hydrochloride Cl.FC([C@@H]1NCCOC1)(F)F |r|